1,2-divinyloxynaphthalene C(=C)OC1=C(C=CC2=CC=CC=C12)OC=C